FC=1C=CC=C2CCCC(C12)NC=1C=C2C(=NNC2=CC1)C1=CC(=NC=C1)C N-(8-fluorotetralin-1-yl)-3-(2-methyl-4-pyridyl)-1H-indazol-5-amine